C(CCCCCCCCCCCCCCC)OC1=C(C=C(C(=O)OC)C=C1)OC Methyl 4-hexadecyloxy-3-methoxybenzoate